N4-(3-Cyclopropyl-1H-pyrazol-5-yl)-N2-(1-phenylethyl)-5-(trifluoromethyl)pyrimidine-2,4-diamine C1(CC1)C1=NNC(=C1)NC1=NC(=NC=C1C(F)(F)F)NC(C)C1=CC=CC=C1